O1C(=CC=C1)C1C(C1)C=C=O 2-furan-2-ylcyclopropyl-ethenone